OC(CO)C1=C2C(=NN(C2=CC=C1)C1=CC=C(C=C1)OC(F)(F)F)CNC(C=C)=O N-[[4-(1,2-dihydroxyethyl)-1-[4-(trifluoromethoxy)phenyl]indazol-3-yl]methyl]prop-2-enamide